2-((4-(3-amino-1H-indazol-5-yl)pyridine-2-yl)amino)phenol NC1=NNC2=CC=C(C=C12)C1=CC(=NC=C1)NC1=C(C=CC=C1)O